3-((2-(dimethylamino)ethyl(methyl)amino)propyl)hexanoic acid CN(CCN(C)CCCC(CC(=O)O)CCC)C